1-(4-(4-chlorobenzyl)-3,4-dihydroquinoxalin-1(2H)-yl)-2-(pyrrolidin-1-yl)propan ClC1=CC=C(CN2CCN(C3=CC=CC=C23)CC(C)N2CCCC2)C=C1